(3-[(DIBUTYLAMINO)METHYL]PHENYL)BORANEDIOL C(CCC)N(CCCC)CC=1C=C(C=CC1)B(O)O